FC1=C(C(=C(C=C1F)F)F)C1=CC=C(C=C1)C(F)(F)F 2,3,5,6-tetrafluoro-4'-(trifluoromethyl)-[1,1'-biphenyl]